N1-(2-(4-(2-(Didodecylamino)ethyl)piperazin-1-yl)ethyl)-N1,N2,N2-tri((Z)-octadec-9-en-1-yl)ethane-1,2-diamine C(CCCCCCCCCCC)N(CCN1CCN(CC1)CCN(CCN(CCCCCCCC\C=C/CCCCCCCC)CCCCCCCC\C=C/CCCCCCCC)CCCCCCCC\C=C/CCCCCCCC)CCCCCCCCCCCC